p-hydroxybenzenepropionic acid OC1=CC=C(C=C1)CCC(=O)O